NC(C(C)(C)C)OP(O)(O)=O (1-amino-2,2-dimethylpropyl)phosphoric acid